COC1=CC=C(C=N1)[C@H](C)N(S(=O)C(C)(C)C)C N-((S)-1-(6-methoxypyridin-3-yl)ethyl)-N,2-dimethylpropane-2-sulfinamide